Cyclohexyl 3-deoxy-3-[4-(3,4,5-trifluorophenyl)-1H-1,2,3-triazol-1-yl]-1-thio-α-D-galactopyranoside FC=1C=C(C=C(C1F)F)C=1N=NN(C1)[C@@H]1[C@H]([C@@H](SC2CCCCC2)O[C@@H]([C@@H]1O)CO)O